C1(=CC=CC=C1)OC(=O)N1C[C@@H](CC=C1)C1=CC=C(C=C1)OC Phenyl-(S)-3-(4-methoxyphenyl)-3,4-dihydropyridine-1(2H)-carboxylate